C(C)C1=C(NC2=CC=C(C=C12)C1=NOC(=N1)CCC1CCNCC1)C1=CC(=NC=C1)C 3-(3-ethyl-2-(2-methylpyridin-4-yl)-1H-indol-5-yl)-5-(2-(piperidin-4-yl)ethyl)-1,2,4-oxadiazole